(1R,3S)-3-(3-{[(3-meth-oxy-1-methyl-1H-pyrazol-4-yl)acetyl]amino}-1H-pyrazol-5-yl)cyclopentyl tert-butylcarbamate C(C)(C)(C)NC(O[C@H]1C[C@H](CC1)C1=CC(=NN1)NC(CC=1C(=NN(C1)C)OC)=O)=O